(1R,2S)-5'-methoxy-2-(3-{[6-(oxetan-3-yl)pyrazin-2-yl]amino}-1H-indazol-6-yl)spiro[cyclopropane-1,3'-indol]-2'(1'H)-one COC=1C=C2[C@]3(C(NC2=CC1)=O)[C@@H](C3)C3=CC=C1C(=NNC1=C3)NC3=NC(=CN=C3)C3COC3